1-(1-(cyclopropane-carbonyl)piperidin-4-yl)-3-(4-(trifluoro-methoxy)phenyl)urea C1(CC1)C(=O)N1CCC(CC1)NC(=O)NC1=CC=C(C=C1)OC(F)(F)F